5-cyano-N-(2,6-dioxopiperidin-3-yl)-2-acetamidothiophene C(#N)C1=CC=C(S1)N(C(C)=O)C1C(NC(CC1)=O)=O